C12(CC1)C1=C(C(NC2)=O)C=CS1 spiro[6H-thieno[3,2-c]pyridin-7,1'-cyclopropan]-4-one